CC=1OC2=C(N1)C=CC(=C2)NC2=NC=NC(=N2)N2CCNCC2 2-methyl-N-(4-(piperazin-1-yl)-1,3,5-triazin-2-yl)benzo[d]oxazol-6-amine